N1C(NCC1)=NC(C1=CC(=C(C=C1)NC1=CC(=CC=C1)C(NC1(CC1)C)=O)C1OCCC1)=O N-[imidazolidin-2-ylidene]-4-({3-[(1-methylcyclopropyl)carbamoyl]phenyl}amino)-3-(oxolan-2-yl)benzamide